CN1C(=CC2=CC=CC=C12)C(=O)N1CCCCC1 1-[(1-methyl-1H-indol-2-yl)carbonyl]piperidin